C1(=CC=CC=C1)N=C\C=C\C1=CC=CC=C1 (E)-N,3-diphenylprop-2-en-1-imine